COC(C=CC1=CC=C(C=C1)OCCCCCCCCO)=O 4-(8-hydroxyoctyloxy)cinnamic acid methyl ester